4-(((3-chloro-4-fluorophenyl)(5-methyl-4-(methylsulfonyl)-1H-imidazol-2-yl)methyl)amino)-2-methylpyrimidine-5-carbonitrile ClC=1C=C(C=CC1F)C(C=1NC(=C(N1)S(=O)(=O)C)C)NC1=NC(=NC=C1C#N)C